N-[2-[6-[(6-methoxy-2-methyl-3,4-dihydro-1H-isoquinolin-7-yl)amino]pyrazolo[3,4-d]pyrimidin-1-yl]ethyl]acetamide COC=1C=C2CCN(CC2=CC1NC1=NC=C2C(=N1)N(N=C2)CCNC(C)=O)C